disodium hydrogen phosphat monohydrate O.P(=O)(O)([O-])[O-].[Na+].[Na+]